NCC=1C=C(C=CC1)C=1C=C(C2=C(C(=CO2)COC2=C(C=CC=C2)CC(=O)O)C1)CN1[C@@H](CCC1)C(F)(F)F (S)-2-(2-((5-(3-(aminomethyl)phenyl)-7-((2-(trifluoromethyl)pyrrolidin-1-yl)methyl)benzofuran-3-yl)methoxy)phenyl)acetic acid